SCCSCCSCCS 1,2-Bis-(mercaptoethylthio)ethan